1-(benzyloxy)-1-oxo-3-phenylpropan-2-yl-(2S)-2-[[(tert-butoxy)carbonyl](methyl)amino]-4-fluoro-4-methylpentanoate C(C1=CC=CC=C1)OC(C(CC1=CC=CC=C1)OC([C@H](CC(C)(C)F)N(C)C(=O)OC(C)(C)C)=O)=O